4-(5-(6-(4,4-difluoropiperidin-1-yl)pyridin-2-yl)-4H-1,2,4-triazol-3-yl)-3-(6-azaspiro[2.5]oct-6-yl)aniline FC1(CCN(CC1)C1=CC=CC(=N1)C=1NC(=NN1)C1=C(C=C(N)C=C1)N1CCC2(CC2)CC1)F